5-(((3-(diethylamino)propoxy)carbonyl)oxy)nonane C(C)N(CCCOC(=O)OC(CCCC)CCCC)CC